N1C(=NC2=C1C=CC=C2)\N=C/2\NC(C(=N2)C2=NC=CC=C2)(O)C2=NC=CC=C2 (Z)-2-((1H-benzo[d]imidazol-2-yl)imino)-4,5-bis(pyridin-2-yl)-2,5-dihydro-1H-imidazol-5-ol